C(C=C)(=O)OC(=CCCCCCCC)OC(C=C)=O Nonenediol diacrylate